4-((4-aminophenyl)methyl)-2-ethoxyaniline NC1=CC=C(C=C1)CC1=CC(=C(N)C=C1)OCC